C(C)(C)(C)C=1C=C(C=C(C1O)C(C)(C)C)C=CC(=O)NCCCCCCNC(CCC1=CC(=C(C(=C1)C(C)(C)C)O)C(C)(C)C)=O 3-(3,5-di-tert-butyl-4-hydroxyphenyl)-N-[6-[3-(3,5-di-tert-butyl-4-hydroxyphenyl)propionylamino]hexyl]acrylamide